C1(=CC=C(C=C1)C1=CC=2N(C3=CC=CC=C3C2C=C1)C1=C(C=CC=C1)Br)C1=CC=CC=C1 2-([1,1'-biphenyl]-4-yl)-9-(2-bromophenyl)-9H-carbazole